ClC1=CC2=C([C@@H]3NCC[C@H]2C3)C(=C1)F (1R,5S)-7-chloro-9-fluoro-2,3,4,5-tetrahydro-1H-1,5-methanobenzo[c]azepine